2-fluoro-4-(1-methyltriazol-4-yl)-N-[(3R)-3-piperidyl]-N-[2-[4-(1H-pyrazol-3-yl)phenyl]thieno[3,2-c]pyridin-4-yl]benzamide FC1=C(C(=O)N(C2=NC=CC3=C2C=C(S3)C3=CC=C(C=C3)C3=NNC=C3)[C@H]3CNCCC3)C=CC(=C1)C=1N=NN(C1)C